2-Amino-6-fluoro-N-(5-Fluoro-4-{4-[4-(oxetan-3-yl)piperazin-1-carbonyl]piperidin-1-yl}pyridin-3-yl)pyrazolo[1,5-a]Pyrimidin-3-carboxamid NC1=NN2C(N=CC(=C2)F)=C1C(=O)NC=1C=NC=C(C1N1CCC(CC1)C(=O)N1CCN(CC1)C1COC1)F